ClC1=CC=C(C=C1)C1=NOC(=C1)N1C([C@@H]2N(CCNC2)CC1)=O (R)-8-(3-(4-Chlorophenyl)isoxazol-5-yl)-9-oxooctahydro-2H-pyrazino[1,2-a]pyrazin